5-(2-thienyl)-N-tricyclo[3.3.1.13,7]dec-1-yl-3-isoxazolemethanamine S1C(=CC=C1)C1=CC(=NO1)CNC12CC3CC(CC(C1)C3)C2